N[C@@H]1[C@@H](OCC12CCN(CC2)C=2N=CC(=NC2CO)SC2=C(C(=NC=C2)N2CC(C2)O)Cl)C 1-[4-({5-[(3S,4S)-4-amino-3-methyl-2-oxa-8-azaspiro[4.5]decan-8-yl]-6-(hydroxymethyl)pyrazin-2-yl}thio)-3-chloropyridin-2-yl]azetidin-3-ol